ClC=1C(=C(C=CC1F)[C@H](NC(=O)[C@H]1NC(NC1)=O)C=1C=NC(=CC1)OCC(F)(F)F)F (S)-N-((R)-(3-chloro-2,4-difluorophenyl)(6-(2,2,2-trifluoroethoxy)pyridin-3-yl)methyl)-2-oxoimidazolidine-4-carboxamide